5,6-bis(2-chloro-4-hydroxyphenyl)-N-isopentyl-N-(4-methoxyphenyl)-7-oxabicyclo[2.2.1]hept-5-ene-2-sulfonamide ClC1=C(C=CC(=C1)O)C=1C2CC(C(C1C1=C(C=C(C=C1)O)Cl)O2)S(=O)(=O)N(C2=CC=C(C=C2)OC)CCC(C)C